3-((4H-1,2,4-triazol-4-yl)methyl)-5-methyl-7-((6-methylpyridin-2-yl)oxy)-3,5-dihydro-4H-pyridazino[4,5-b]indol-4-one N=1N=CN(C1)CN1N=CC2=C(N(C=3C=C(C=CC23)OC2=NC(=CC=C2)C)C)C1=O